(2R-4S)-4-(2-aminoacetamido)-2-(4-boronobutyl)piperidine-2-carboxylic acid NCC(=O)N[C@@H]1C[C@@](NCC1)(C(=O)O)CCCCB(O)O